ClC1=CC(=CC=2C=3N(CCOC21)C=NC3)C(=O)NC3(CCCCC3)C 8-chloro-N-(1-methylcyclohexyl)-5,6-dihydrobenzo[f]imidazo[1,5-d][1,4]oxazepine-10-carboxamide